ClC1=C2C(=C(N=N1)C#CCN(C)C)N(C=C2)C 3-(4-Chloro-1-methyl-1H-pyrrolo[2,3-d]pyridazin-7-yl)-N,N-dimethylpropan-2-yn-1-amine